C(#N)C1(CC1)NS(=O)(=O)C=1C=C2C(=NN(C2=C(C1)N1CCN(CC1)S(=O)(=O)C)C)C=1SC(=NN1)C(F)F N-(1-Cyanocyclopropyl)-3-(5-(difluoromethyl)-1,3,4-thiadiazol-2-yl)-1-methyl-7-(4-(methylsulfonyl)piperazin-1-yl)-1H-indazole-5-sulfonamide